5,7-dichloro-1'-(2-{[2-(1-methanesulfonylcyclopropyl)pyrimidin-5-yl]oxy}ethyl)-1H-spiro[indole-3,4'-piperidin]-2-one ClC=1C=C2C(=C(C1)Cl)NC(C21CCN(CC1)CCOC=1C=NC(=NC1)C1(CC1)S(=O)(=O)C)=O